N1=CC(=CC=C1)N1CC2(CN(C2)C(=O)N2CC3(C2)CN(C3)C=3C=NC=CC3)C1 6-(pyridin-3-yl)-2,6-diazaspiro[3.3]Heptane-2-yl ketone